1-ethylcyclopentyl methacrylate C(C(=C)C)(=O)OC1(CCCC1)CC